N1=NC(N=C1)=O [1,2,4]triazolon